ClC1=NC(=NC(=N1)C1=CC=CC=C1)C1=CC=2N(C3=CC=CC=C3C2C=C1)C1=CC=CC=C1 2-(4-chloro-6-phenyl-1,3,5-triazin-2-yl)9-phenyl-9H-carbazole